FC1=C(C=C2C=CN(C(C2=C1)=O)CCC[C@H](C)NC=1C=NNC(C1C(F)(F)F)=O)C1=NC(=C(C=C1)C)C(F)(F)F (S)-7-fluoro-6-(5-methyl-6-(trifluoromethyl)pyridin-2-yl)-2-(4-((6-oxo-5-(trifluoromethyl)-1,6-dihydropyridazin-4-yl)amino)pentyl)isoquinolin-1(2H)-one